N-ethyl-5-fluoro-2-((5-(2-((5R)-5-hydroxy-6-((2-methoxyethyl)(methyl)amino)-2-methylhexan-3-yl)-2,6-diazaspiro[3.4]oct-6-yl)-1,2,4-triazin-6-yl)oxy)-N-isopropylbenzamide C(C)N(C(C1=C(C=CC(=C1)F)OC1=C(N=CN=N1)N1CC2(CN(C2)C(C(C)C)C[C@H](CN(C)CCOC)O)CC1)=O)C(C)C